(5R)-3-[2-fluoro-4'-(2-hydroxyethoxy)[1,1'-biphenyl]-4-yl]-5-(hydroxymethyl)-1,3-oxazolidin-2-one FC1=C(C=CC(=C1)N1C(O[C@H](C1)CO)=O)C1=CC=C(C=C1)OCCO